3-pyridinemethanol N1=CC(=CC=C1)CO